([4-[1-methyl-4-(trifluoromethyl)-1H-imidazol-2-yl]phenyl]methyl)-2-[2-(propan-2-yl)pyridin-3-yl]-5H,6H,7H-pyrrolo[2,3-d]pyrimidin-6-one CN1C(=NC(=C1)C(F)(F)F)C1=CC=C(C=C1)CC=1C2=C(N=C(N1)C=1C(=NC=CC1)C(C)C)NC(C2)=O